BrC1=NN2C(C(NC[C@H]2C(C)C)=O)=C1 (R)-2-bromo-7-isopropyl-6,7-dihydropyrazolo[1,5-a]pyrazin-4(5H)-one